N(=[N+]=[N-])C1=CC=C(C=C1)C([C@@H](C(=O)O)N(C)C(=O)OC(C)(C)C)(C)C (S)-3-(4-azidophenyl)-2-(tert-butoxycarbonyl-(methyl)amino)-3-methylbutanoic acid